(3S)-7-(9-Acryloyl-3-thia-7,9-diazabicyclo[3.3.1]nonan-7-yl)-10-(2,4-difluorophenyl)-3-(methoxymethyl)-9-(trifluoromethyl)-2,3-dihydro-5H-[1,4]thiazino[2,3,4-ij]quinazolin-5-one C(C=C)(=O)N1C2CSCC1CN(C2)C2=NC(N1C3=C(C(=C(C=C23)C(F)(F)F)C2=C(C=C(C=C2)F)F)SC[C@@H]1COC)=O